(S)-N1-(1-(2-(Bicyclo[2.1.1]hexan-1-ylamino)-2-oxoethyl)-2-oxo-1,2-dihydropyridin-3-yl)-N6-methyl-5-oxo-2-(1,2,3,4-tetrahydrochinolin-6-carboxamido)hexandiamid C12(CCC(C1)C2)NC(CN2C(C(=CC=C2)NC([C@H](CCC(C(=O)NC)=O)NC(=O)C=2C=C1CCCNC1=CC2)=O)=O)=O